(2R,3R,4R,5R)-2-(hydroxymethyl)-5-(morpholinomethyl)tetrahydro-2H-pyran-3,4-diol OC[C@H]1OC[C@H]([C@H]([C@H]1O)O)CN1CCOCC1